2-(4-iodo-2,5-dimethoxyphenyl)-N-[(2-methoxyphenyl)methyl]ethylamine IC1=CC(=C(C=C1OC)CCNCC1=C(C=CC=C1)OC)OC